2-(5-(4-(4-(2,6-difluorobenzyl)-5-oxo-4,5-dihydro-1H-1,2,4-triazol-1-yl)-2-fluorophenoxy)-2-methylthiazol-4-yl)acetamide FC1=C(CN2C=NN(C2=O)C2=CC(=C(OC3=C(N=C(S3)C)CC(=O)N)C=C2)F)C(=CC=C1)F